N[C@H](C(=O)N1CC2=C(CC1)NC(=N2)C2=NNC1=CC(=CC=C21)C2=C(C=C(C=C2)O)CC)CO (S)-2-amino-1-(2-(6-(2-ethyl-4-hydroxyphenyl)-1H-indazol-3-yl)-1,4,6,7-tetrahydro-5H-imidazo[4,5-c]pyridin-5-yl)-3-hydroxypropan-1-one